FS(C1=CC=C(C=C1)C1(CC1)C1=NOC(=N1)CC(C(=O)O)=C)(F)(F)(F)F 2-((3-(1-(4-(pentafluoro-λ6-sulfaneyl)phenyl)cyclopropyl)-1,2,4-oxadiazol-5-yl)methyl)acrylic acid